m-sulfostyrene S(=O)(=O)(O)C=1C=C(C=C)C=CC1